(4-(5-fluoro-1H-indol-3-yl)thiophen-2-yl)-4-oxobutyric acid FC=1C=C2C(=CNC2=CC1)C=1C=C(SC1)C(C(=O)O)CC=O